COCC1=CC=CC(=N1)CN1N=NC(=C1)C1=NC(=NC(=C1)C1=CC(=CC=C1)OC(F)(F)F)N 4-(1-{[6-(methoxymethyl)-2-pyridinyl]methyl}-1H-1,2,3-triazol-4-yl)-6-(m-trifluoromethoxyphenyl)-2-pyrimidinylamine